4-bromo-4'-phenylbenzophenone BrC1=CC=C(C(=O)C2=CC=C(C=C2)C2=CC=CC=C2)C=C1